ClC1=CC(=C(C=C1Cl)O)CN1[C@H](C[C@@H](CC1)CO)C1=CC=CC=C1 |o1:11,13| 4,5-dichloro-2-(((2R,4R)-rel-4-(hydroxymethyl)-2-phenylpiperidin-1-yl)methyl)phenol